tert-Butyl 9-(4-(4,4,5,5-tetramethyl-1,3,2-dioxaborolan-2-yl)phenethyl)-3,9-diazaspiro[5.5]undecane-3-carboxylate CC1(OB(OC1(C)C)C1=CC=C(CCN2CCC3(CCN(CC3)C(=O)OC(C)(C)C)CC2)C=C1)C